CN[C@H](C)C=1C=C(N)C=CC1 (R)-3-(1-(methylamino)ethyl)aniline